C(C1=CC=CC=C1)OC(=O)NC1CN(CCCC1=C)C(=O)OCC1=CC=CC=C1 benzyl 3-(((benzyloxy)carbonyl)amino)-4-methyleneazepane-1-carboxylate